ClC=1C=C2CCC=CC2=CC1 (E)-6-chloro-3,4-dihydronaphthalene